2-(2-bromo-4-chlorobenzyl)-3-(4-chlorophenyl)-4-fluoro-6-((S)-1-hydroxy-1-(tetrahydro-2H-pyran-4-yl)propyl)-3-methoxyisoindolin-1-one BrC1=C(CN2C(C3=CC(=CC(=C3C2(OC)C2=CC=C(C=C2)Cl)F)[C@](CC)(C2CCOCC2)O)=O)C=CC(=C1)Cl